NC1=C(C[C@H](N(C1)C(C1=CC(=C(C=C1)Br)C(F)(F)F)=O)C)C(=O)OCC (R)-Ethyl 5-amino-1-(4-bromo-3-(trifluoromethyl) benzoyl)-2-methyl-1,2,3,6-tetrahydropyridine-4-carboxylate